1-Dodecanoyl-2-hydroxy-sn-glycero-3-phosphocholin C(CCCCCCCCCCC)(=O)OC[C@@H](OO)COP(=O)([O-])OCC[N+](C)(C)C